6-(3-ethoxy-2,2-dimethyl-propoxy)-3-methyl-N-(4-methyl-1,1-dioxo-thian-4-yl)imidazo[1,2-a]pyridine-2-carboxamide C(C)OCC(COC=1C=CC=2N(C1)C(=C(N2)C(=O)NC2(CCS(CC2)(=O)=O)C)C)(C)C